C(C)(=O)N(C1=C(C=C(C=C1)C1=CC=C(C=N1)C(=O)NCCC=1C=NC=CC1)Cl)CC1CC1 6-[4-[acetyl(cyclopropylmethyl)amino]-3-chloro-phenyl]-N-[2-(3-pyridyl)ethyl]pyridine-3-carboxamide